FC1=C(C2=C(C=CC=C2C=C1)B1OC(C(O1)(C)C)(C)C)C#C[Si](C(C)C)(C(C)C)C(C)C (2-fluoro-8-(4,4,5,5-tetramethyl-1,3,2-dioxaborolane-2-yl)naphthalen-1-ylethynyl)triisopropylsilane